S-[[6-(2-fluorophenyl)-2-nitro-3-pyridyl]] N,N-dimethylcarbamothioate CN(C(SC=1C(=NC(=CC1)C1=C(C=CC=C1)F)[N+](=O)[O-])=O)C